trihydroxybenzopyranone OC1=CC=CC2=C1C(=C(C(O2)=O)O)O